7-bromo-2,4-dichloro-8-fluoro-6-methoxy-quinazoline BrC1=C(C=C2C(=NC(=NC2=C1F)Cl)Cl)OC